6-amino-N-(6-(3-fluoro-2-methylphenyl)-5-(trifluoromethyl)pyridin-2-yl)pyridine-2-sulfonamide NC1=CC=CC(=N1)S(=O)(=O)NC1=NC(=C(C=C1)C(F)(F)F)C1=C(C(=CC=C1)F)C